FC=1C=CC=C2NC(C=3N(C12)C(=NN3)C)(C)C 9-fluoro-1,4,4-trimethyl-5H-[1,2,4]triazolo[4,3-a]quinoxaline